CC=1C=C(C=C([C@H]([C@H]([C@@H]([C@H](C(O)=CC2=CC(=C(C=C2)C)C)O)O)O)O)O)C=CC1C bis-(3,4-dimethylbenzylidene)-sorbitol